CC1=C(C(=O)NC2=CC(=C(C=C2)N2CCNCC2)C)C=CC(=C1)N1CCNCC1 2-methyl-N-(3-methyl-4-(piperazin-1-yl)phenyl)-4-(piperazin-1-yl)benzamide